C(#N)CN(C(C1=CN=CC=C1)=O)C(F)(F)F N-cyanomethyl-(trifluoromethyl)nicotinoylAmine